6-chloro-N-{3-[2-(4-chloro-3-fluorophenoxy)acetamido]bicyclo[1.1.1]pentan-1-yl}-4-(3,3,3-trifluoropropanoyl)-3,4-dihydro-2H-1,4-benzoxazine-2-carboxamide ClC=1C=CC2=C(N(CC(O2)C(=O)NC23CC(C2)(C3)NC(COC3=CC(=C(C=C3)Cl)F)=O)C(CC(F)(F)F)=O)C1